tert-butyl (2-(2-(2-(4-(4-((2H-tetrazol-5-yl)methyl)phenyl)thieno[2,3-d]pyridazin-7-yl)-5-fluoro phenoxy)ethoxy)ethyl)carbamate N=1NN=NC1CC1=CC=C(C=C1)C1=C2C(=C(N=N1)C1=C(OCCOCCNC(OC(C)(C)C)=O)C=C(C=C1)F)SC=C2